N-[(2S,3R)-4,4-difluoro-2-{[2-fluoro-3-(4-methylpyridin-2-yl)phenyl]methyl}-1-(1-methylcyclopropane-1-carbonyl)pyrrolidin-3-yl]ethanesulfonamide FC1([C@@H]([C@@H](N(C1)C(=O)C1(CC1)C)CC1=C(C(=CC=C1)C1=NC=CC(=C1)C)F)NS(=O)(=O)CC)F